bis(3-hexylnonyl) 8,8'-((2-hydroxyethyl)azanediyl)dioctanoate OCCN(CCCCCCCC(=O)OCCC(CCCCCC)CCCCCC)CCCCCCCC(=O)OCCC(CCCCCC)CCCCCC